8-((4-(((dodecane-4-yloxy)carbonyl)oxy)butyl)(2-hydroxyethyl)amino)octanoic acid heptadec-9-yl ester CCCCCCCCC(CCCCCCCC)OC(CCCCCCCN(CCO)CCCCOC(=O)OC(CCC)CCCCCCCC)=O